1-((1-((2-(3,5-dichlorophenyl)-6-((6-(4-methylpiperazin-1-yl)pyridin-3-yl)oxy)pyridin-4-yl)methyl)piperidin-4-yl)methyl)-3-methylurea ClC=1C=C(C=C(C1)Cl)C1=NC(=CC(=C1)CN1CCC(CC1)CNC(=O)NC)OC=1C=NC(=CC1)N1CCN(CC1)C